2-amino-1,3-propanediol hydrochloride Cl.NC(CO)CO